ClC(OC1=CC=C(C=C1)NC(C1=CN=C(C(=C1)NCC1=C(C=CC(=C1)[N+](=O)[O-])O)N1C[C@@H](CC1)O)=O)(F)F (R)-N-(4-(chlorodifluoromethoxy)phenyl)-5-((2-hydroxy-5-nitrobenzyl)amino)-6-(3-Hydroxypyrrolidin-1-yl)nicotinamide